IC1=NNC2=NC=CC(=C21)OC2=CC=C(C=C2)[N+](=O)[O-] 3-iodo-4-(4-nitrophenoxy)-1H-pyrazolo[3,4-b]pyridine